C[SiH](OC1CCC(CC1)O[SiH](C)C)C 1,4-bis(dimethylsilyloxy)cyclohexane